Ethyl 8-(5-(((5-fluoro-2,3-dihydrobenzofuran-4-yl)methyl)amino)-[1,2,4]triazolo[4,3-c]pyrimidin-8-yl)-2-(trifluoromethyl)imidazo[1,2-a]pyridine-3-carboxylate FC=1C=CC2=C(CCO2)C1CNC1=NC=C(C=2N1C=NN2)C=2C=1N(C=CC2)C(=C(N1)C(F)(F)F)C(=O)OCC